ClC=1C(=NN(C1NC(=O)N[C@@H]1CN(C[C@H]1C1=CC(=C(C=C1)F)F)CCOC)C1=CC=CC=C1)C1=NC=CC=C1 1-(4-chloro-1-phenyl-3-(pyridin-2-yl)-1H-pyrazol-5-yl)-3-((3S,4R)-4-(3,4-difluorophenyl)-1-(2-methoxyethyl)pyrrolidin-3-yl)urea